Dimethylene Glycol Monomethyl Ether COCCO